N'-(7-((3aR,4R,6R,6aR)-4-cyano-6-(hydroxymethyl)-2,2-dimethyltetrahydrofuro[3,4-d][1,3]dioxol-4-yl)pyrrolo[2,1-f][1,2,4]triazin-4-yl)-N,N-dimethylformimidamide C(#N)[C@]1(O[C@@H]([C@H]2OC(O[C@H]21)(C)C)CO)C2=CC=C1C(=NC=NN12)N=CN(C)C